N1=CC(=CC=C1)C1=CC=C(N=N1)NC1C[C@@H]2[C@@H](CN(C2)CC2CCOCC2)C1 (3aR,5s,6aS)-N-[6-(3-pyridyl)pyridazin-3-yl]-2-(tetrahydro-pyran-4-ylmethyl)-3,3a,4,5,6,6a-hexahydro-1H-cyclopenta[c]pyrrol-5-amine